[Si](C)(C)(C(C)(C)C)OCCC(CNCCO[Si](C)(C)C(C)(C)C)N 1,N2-bis(2-((tert-butyldimethylsilyl)oxy)ethyl)ethane-1,2-diamine